BrC1=NC=C(C=C1C)CC1=CC=C(C=C1)C(F)(F)F 2-bromo-3-methyl-5-(4-(trifluoromethyl)benzyl)pyridine